4-(3-methyl-3,8-diazabicyclo[3.2.1]octan-8-yl)benzene-1,2-diamine CN1CC2CCC(C1)N2C=2C=C(C(=CC2)N)N